ClC1=C(C=CC2=C1C=C(O2)C(=O)O)N2CCN(CC2)S(=O)(=O)C2=C(C(=CC=C2)Cl)Cl 4-chloro-5-[4-(2,3-dichloro-benzenesulfonyl)-piperazin-1-yl]-benzofuran-2-carboxylic acid